OC1=C(C=O)C=C(C=C1)[N+](=O)[O-] 2-HYDROXY-5-NITROBENZALDEHYDE